[NH4+].S(=O)(=O)([O-])[O-].[Al+3].O.S(=O)(=O)([O-])[O-] water aluminum sulfate ammonium